ClC1=CC(=C(C=C1)NC(OC1CCC1)=O)C(N[C@H](C(C(=O)NC)=O)C[C@H]1C(NCC1)=O)=O cyclobutyl N-[4-chloro-2-[[(1S)-3-(methylamino)-2,3-dioxo-1-[[(3S)-2-oxopyrrolidin-3-yl]methyl]propyl]carbamoyl] phenyl]carbamate